6-(4-hydroxyphenyl)-4-(3-methoxybenzyl)-3,4-dihydropyrazino[2,3-b]pyrazin-2(1H)-one OC1=CC=C(C=C1)C=1N=C2C(=NC1)NC(CN2CC2=CC(=CC=C2)OC)=O